C(C)(C)(C)OC(=O)N1[C@H](C[C@H](C1)OC=1N=CC2=C(N1)CN(C2)C(C)=O)C (2S,4R)-4-[(6-acetyl-5,7-dihydropyrrolo[3,4-d]pyrimidin-2-yl)oxy]-2-methyl-pyrrolidine-1-carboxylic acid tert-butyl ester